C[C@@H]1COCCN1C1=CC(=C2C(=N1)C(=NS2)C2=CC=NN2)C2(CCCCC2)C(=O)N (R)-1-(5-(3-methylmorpholino)-3-(1H-pyrazol-5-yl)isothiazolo[4,5-b]pyridin-7-yl)cyclohexane-1-carboxamide